Diethyl (5-(9H-carbazol-9-yl)pentyl)phosphonate C1=CC=CC=2C3=CC=CC=C3N(C12)CCCCCP(OCC)(OCC)=O